2,4-bis[(2,6-dimethylphenyl)imino]pentane iron (II) chloride [Fe](Cl)Cl.CC1=C(C(=CC=C1)C)N=C(C)CC(C)=NC1=C(C=CC=C1C)C